3-aminopropyl-trimethoxysilane titanium [Ti].NCCC[Si](OC)(OC)OC